CC1(N(C[C@H](C1)CCCN1N=C(C=C1)S(N)(=O)=O)C(=O)OC(C)(C)C)C tert-Butyl (4S)-2,2-dimethyl-4-[3-(3-sulfamoylpyrazol-1-yl)propyl]pyrrolidine-1-carboxylate